CNS(=O)(=O)CC1=CC2=C(C=C1)NC=C2CC[NH+](C)C The molecule is an organic cation obtained by protonation of the tertiary amino function of sumatriptan. It is an ammonium ion derivative and an organic cation. It is a conjugate base of a sumatriptan.